α-glycidoxybutyltrimethoxysilane C(C1CO1)OC(CCC)[Si](OC)(OC)OC